OCCNC1=NC=2N(C(N(C(C2N1CC1=CC2=CC=CC=C2C=C1)=O)C)=O)C 8-((2-Hydroxyethyl)amino)-1,3-dimethyl-7-(naphthalen-2-ylmethyl)-3,7-dihydro-1H-purine-2,6-dione